FC1=CC=C(C=C1)C(N1C[C@@H](N(C[C@H]1C)C1=C2C(=NC(=N1)Cl)N(N=C2)C)C)C2=CC=C(C=C2)F 4-((2S,5R)-4-(bis(4-fluorophenyl)methyl)-2,5-dimethylpiperazin-1-yl)-6-chloro-1-methyl-1H-pyrazolo[3,4-d]pyrimidine